C(C1=CC=CC=C1)N1C(CC(CC1)C(=O)OC)C Methyl 1-benzyl-2-methylpiperidine-4-carboxylate